B([O-])([O-])[O-].[La+3].[Gd+3].B([O-])([O-])[O-] Gadolinium Lanthanum Borate